COC([C@H]([C@@H](C1=CC=C(C=C1)S(=O)(=O)C)O)NC(C)=O)=O (2s,3r)-2-acetamido-3-hydroxy-3-(4-(methylsulfonyl)phenyl)propanoic acid methyl ester